1-chloropyrrolidine ClN1CCCC1